CC(CO)CC=C 2-Methyl-4-penten-1-ol